BrC1=C(C=CC(=C1)Cl)C1=NNC=C1 3-(2-bromo-4-chlorophenyl)-1H-pyrazole